N-Succinimidyl 4-methyl-3-trimethylstannyl benzoate CC1=C(C=C(C=C1)C(=O)ON2C(=O)CCC2=O)[Sn](C)(C)C